5-Carboxy-methyl-amino-methyl-uracil C(=O)(O)C=1C(NC(NC1C(N)C)=O)=O